Cl.NN1C[C@H](CCC1)C(=O)OCC ethyl (S)-1-aminopiperidine-3-carboxylate hydrochloride